tert-butyl N-[2-chloro-6-[1-(hydroxymethyl)cyclopropyl]-7-methyl-thieno[3,2-d]pyrimidin-4-yl]-N-(2-furylmethyl)carbamate ClC=1N=C(C2=C(N1)C(=C(S2)C2(CC2)CO)C)N(C(OC(C)(C)C)=O)CC=2OC=CC2